(2R,3S)-3-((S)-tert-butyl sulfinylamino)-bicyclo[2.2.2]octene-2-formate C(C)(C)(C)[S@](=O)N[C@@H]1C(=C2CCC1CC2)C(=O)[O-]